CNC=1C2=C(N=C(N1)NC1CCC(CC1)N1C(CCC1)=O)NC=C2C2=NC=1N(C=C2)N=CC1 1-((1s,4s)-4-((4-(methylamino)-5-(pyrazolo[1,5-a]pyrimidin-5-yl)-7H-pyrrolo[2,3-d]pyrimidin-2-yl)amino)cyclohexyl)pyrrolidin-2-one